[Si](C1=CC=CC=C1)(C1=CC=CC=C1)(C(C)(C)C)O[C@H]1[C@@](COC1)(C)N1CCC(CC1)I |o1:18,19| (3S,4S)- or (3R,4R)-1-(4-((tert-butyldiphenylsilyl)oxy)-3-methyltetrahydrofuran-3-yl)-4-iodopiperidine